(2S,4R)-1-tert-Butoxycarbonyl-2-(5-cyano-1-methyl-1H-pyrazol-3-yl)-4-fluoropyrrolidine C(C)(C)(C)OC(=O)N1[C@@H](C[C@H](C1)F)C1=NN(C(=C1)C#N)C